OC1C(C=C(CC1O)CNC(=O)C1=CC(=C(C=C1O)CC(=O)O)O)=O (4-((4,5-dihydroxy-3-oxocyclohex-1-enyl)methylaminocarbonyl)-2,5-dihydroxyphenyl)acetic acid